ethyl 4'-cyclopropyl-6'-methoxy-4-((4-(1-methyl-4-(trifluoromethyl)-1H-imidazol-2-yl) benzyl) amino)-[2,5'-bipyrimidine]-5-carboxylate C1(CC1)C1=NC=NC(=C1C1=NC=C(C(=N1)NCC1=CC=C(C=C1)C=1N(C=C(N1)C(F)(F)F)C)C(=O)OCC)OC